6-(6-oxo-5-oxa-2,7-diazaspiro[3.4]octan-7-yl)-4H-pyrido[3,2-b][1,4]oxazin-3-one O=C1OC2(CNC2)CN1C=1C=CC=2OCC(NC2N1)=O